tert-butyl (S)-(2-hydroxy-1-phenylethyl)carbamate OC[C@H](C1=CC=CC=C1)NC(OC(C)(C)C)=O